C(C)(C)(C)C1=CC=C(C=C1)/C=C/C(=O)C1=C(C=C(OCC=2N=NN(C2)[C@@H]2C[C@@H]3[C@H]4CCCN5CCC[C@@H](CN3C(C2)=O)[C@@H]45)C=C1)O (1R,2R,4R,9S,17S)-4-[4-[[4-[(E)-3-(4-Tert-butylphenyl)prop-2-enoyl]-3-hydroxyphenoxy]methyl]triazol-1-yl]-7,13-diazatetracyclo[7.7.1.02,7.013,17]heptadecan-6-one